BrC1=CN=C(S1)NC(=O)C1=NC=CC=C1C N-(5-bromo(1,3-thiazol-2-yl))(3-methyl-(2-pyridyl))carboxamide